ONC(C(CCCCCCCCC)C1=C(C=C(C=C1)NC(C1=CC(=C(C=C1)C)C#CC1=CN=C2N1N=CC=C2)=O)C(F)(F)F)=O N-(4-(l-1-(hydroxyamino)-l-1-oxoundecyl)-3-(trifluoromethyl)phenyl)-3-(imidazo[1,2-b]pyridazin-3-ylethynyl)-4-methylbenzamide